5,7-dichloro-6-{[2-methoxy-4-(trifluoromethyl)phenyl]methyl}-[1,2,4]triazolo[1,5-a]pyrimidine ClC1=NC=2N(C(=C1CC1=C(C=C(C=C1)C(F)(F)F)OC)Cl)N=CN2